N1N=CN=C1O 1H-1,2,4-triazol-5-ol